N-[(2-aminoquinolin-7-yl)methyl]-N-(2-methanesulfonylphenyl)-5-methoxypyridine-3-carboxamide NC1=NC2=CC(=CC=C2C=C1)CN(C(=O)C=1C=NC=C(C1)OC)C1=C(C=CC=C1)S(=O)(=O)C